C(C)(=O)OCC(CC1=C(N(C2=CC=C(C=C12)Br)CC)C=1C(=NC=C(C1)N1C(C(N(C(C1([2H])[2H])([2H])[2H])C1CC1)([2H])[2H])([2H])[2H])[C@H](C)OC)(C)C (S)-3-(5-bromo-2-(5-(4-cyclopropylpiperazin-1-yl-2,2,3,3,5,5,6,6-d8)-2-(1-methoxyethyl) pyridin-3-yl)-1-ethyl-1H-indol-3-yl)-2,2-dimethylpropyl acetate